5-bromo-3,6-difluoropyridin-2-ylamine BrC=1C=C(C(=NC1F)N)F